bis-(2-methyl-1-naphthoyl)-4-naphthylphosphine oxide CC1=C(C2=CC=CC=C2C=C1)C(=O)P(C1=CC=CC2=CC=CC=C12)(C(=O)C1=C(C=CC2=CC=CC=C12)C)=O